4-morpholino-2,6-dichloro-1,3,5-triazinetetracosaneOne O1CCN(CC1)C1=NC(NC(=N1)Cl)(CCCCCCCCCCCCCCCCCCCCCCC(C)=O)Cl